OC1(CCOCC1)CC(=O)N1CCC2=CC=CC=C12 2-(4-hydroxytetrahydro-2H-pyran-4-yl)-1-(indolin-1-yl)ethan-1-one